ClC=1C=C(C=C(C1CC1=C(C(=C(C=C1)O)C(C)C)F)Cl)C1=C(C=C(C=C1)F)F 3',5'-dichloro-2,4-difluoro-4'-(2-fluoro-4-hydroxy-3-isopropylbenzyl)-[1,1'-biphenyl]